cyclohexanedieneAt C1(=CC=CCC1)C(=O)[O-]